C(C)(C)(C)OC(=O)N1[C@H]2CC(C[C@@H]1CC2)C(=O)O (1R,3S,5S)-8-(tert-butyloxycarbonyl)-8-azabicyclo[3.2.1]octane-3-carboxylic acid